5-((4-ethylpiperazin-1-yl)methyl)-N-(4-methyl-3-(2-(methylamino)-8,9-dihydroimidazo[1',2':1,6]pyrido[2,3-d]pyrimidin-6-yl)phenyl)-4-(trifluoromethyl)picolinamide C(C)N1CCN(CC1)CC=1C(=CC(=NC1)C(=O)NC1=CC(=C(C=C1)C)C1=CC2=C(N=C(N=C2)NC)N2C1=NCC2)C(F)(F)F